C(C1=CC=CC=C1)N1C2CCCC1CCC2 9-benzyl-9-azabicyclo[3.3.1]Nonane